6-[(1S,2S)-2-fluorocyclopropanamido]-4-[(3-methanesulfonylpyridin-2-yl)amino]-N-(2H3)methylpyridazine-3-carboxamide F[C@@H]1[C@@H](C1)C(=O)NC1=CC(=C(N=N1)C(=O)NC([2H])([2H])[2H])NC1=NC=CC=C1S(=O)(=O)C